ClC=1C(=C(C=CC1)NC1=NC=CC2=C(C(=CC=C12)C)[N+](=O)[O-])F N-(3-chloro-2-fluorophenyl)-6-methyl-5-nitroisoquinolin-1-amine